FC1CC(N(C1)C#N)C(=O)N1CCC2=C(C=CC=C12)C=1C=NNC1C 4-Fluoro-2-(4-(5-methyl-1H-pyrazol-4-yl)indoline-1-carbonyl)pyrrolidine-1-carbonitrile